COC(=O)C=1C=C2C(=NC1)NC(C2)(C)C2=CC=C(C=C2)F 2-(4-Fluorophenyl)-2-methyl-1H,2H,3H-pyrrolo[2,3-b]pyridine-5-carboxylic acid methyl ester